6-Methyl-N-[4-(1-propyl-pyrrolidin-3-yl)-phenyl]-5-(4-pyridin-3-yl-pyrimidin-2-ylamino)-nicotinamide CC1=NC=C(C(=O)NC2=CC=C(C=C2)C2CN(CC2)CCC)C=C1NC1=NC=CC(=N1)C=1C=NC=CC1